ClC=1C2=CN(N=C2C=CC1C1=CNC=2N=C(N(C(C21)=O)C)N2C[C@@H](NCC2)C)C (S)-5-(4-chloro-2-methyl-2H-indazol-5-yl)-3-methyl-2-(3-methylpiperazin-1-yl)-3,7-dihydro-4H-pyrrolo[2,3-d]pyrimidin-4-one